C1(CC1)C1=CC(=NN1C1=CC=C(C=C1)CN1C2=NC(=NC=C2N(C1=O)C)C=1C(=NC=NC1OC)C1CC1)C(F)(F)F 9-({4-[5-cyclopropyl-3-(trifluoromethyl)pyrazol-1-yl]phenyl}methyl)-2-(4-cyclopropyl-6-methoxypyrimidin-5-yl)-7-methylpurine-8-one